1,1-dibromoacetone BrC(C(=O)C)Br